N-methoxy-2H-triazole CON1NNC=C1